4-(4,6-dimethoxy-1,3,5-triazine-2-yl)-4-methylmorpholinium COC1=NC(=NC(=N1)OC)[N+]1(CCOCC1)C